N-((1s,3s)-3-(6-((4-(4-(2-(2,6-dioxopiperidin-3-yl)-1,3-dioxoisoindolin-5-yl)piperazin-1-yl)phenyl)amino)-9H-purin-9-yl)cyclobutyl)-6-methylpicolinamide O=C1NC(CC[C@@H]1N1C(C2=CC=C(C=C2C1=O)N1CCN(CC1)C1=CC=C(C=C1)NC1=C2N=CN(C2=NC=N1)C1CC(C1)NC(C1=NC(=CC=C1)C)=O)=O)=O